N-(2-methylpropyl)-4-nitrobenzenesulfonamide CC(CNS(=O)(=O)C1=CC=C(C=C1)[N+](=O)[O-])C